Cl.CN(CC/C(/C(=O)OC)=C\C(=O)O)CCS(=O)(=O)C Methyl (2-(methyl(2-(methylsulfonyl)ethyl)amino)ethyl)fumarate hydrochloride